1-(3-Hydroxy-2-(5-(p-tolyl)-1H-imidazol-2-yl)piperidin-1-yl)-2-methylbutan-1-one OC1C(N(CCC1)C(C(CC)C)=O)C=1NC(=CN1)C1=CC=C(C=C1)C